N[C@H](CC=1SC2=C(SN=C2C1C(F)(F)F)NCC1=CC=CS1)C 7-[(S)-2-aminopropyl]-4-thenylamino-8-(trifluoromethyl)-3,6-dithia-2-azabicyclo[3.3.0]octa-1,4,7-triene